4-(3-chloro-2-fluoro-6-methoxyphenyl)-N-(5-(2-methoxyethoxy)thiazolo[5,4-d]pyrimidin-2-yl)-6-methylnicotinamide ClC=1C(=C(C(=CC1)OC)C1=CC(=NC=C1C(=O)NC=1SC=2N=C(N=CC2N1)OCCOC)C)F